(5,7-difluoro-4-oxo-1,4-dihydroquinolin-2-yl)-4-(methylthio)benzonitrile FC1=C2C(C=C(NC2=CC(=C1)F)C1=C(C#N)C=CC(=C1)SC)=O